C1=CC=CC=2C3=CC=CC=C3C(C12)COC(=O)NCC(=O)NC1=C(C=CC=C1)[C@@]1(C[C@@H](N(C2=CC=CC=C12)C(CC)=O)C)NC([O-])=O 4-(2-((((9H-fluoren-9-yl)methoxy)carbonyl)aminoacetamido)phenyl)((2S,4R)-2-methyl-1-propionyl-1,2,3,4-tetrahydroquinolin-4-yl)carbamate